2-((2S,3S,4S)-2-(aminomethyl)-5-chloro-6-fluoro-3-methoxy-2-phenyl-2,3-dihydrobenzo-furan-4-yl)-3-fluoro-4-(2-hydroxyethoxy)benzamide NC[C@@]1(OC2=C([C@@H]1OC)C(=C(C(=C2)F)Cl)C2=C(C(=O)N)C=CC(=C2F)OCCO)C2=CC=CC=C2